sodium pyrrolidonate N1(C(CCC1)=O)C(=O)[O-].[Na+]